2-phenyl-5,6,7,8-tetrahydroimidazo[1,2-a]pyridine C1(=CC=CC=C1)C=1N=C2N(CCCC2)C1